4-(8-dimethylamino-2-oxo-8-phenyl-1,3-diazaspiro[4.5]decan-3-yl)-3,5-difluoro-benzonitrile CN(C1(CCC2(CN(C(N2)=O)C2=C(C=C(C#N)C=C2F)F)CC1)C1=CC=CC=C1)C